C(C)(=O)OC1O[C@@H]([C@]([C@H]1OC(C)=O)(O)C(F)F)COC(C1=CC=CC=C1)=O (3R,4R,5R)-5-((benzoyloxy)methyl)-4-(difluoromethyl)-4-hydroxytetrahydrofuran-2,3-diyl diacetate